3-(1-{2-[(3aR,7aR)-4-(3-fluorophenyl)-hexahydro-2H-pyrrolo[3,2-b]pyridin-1-yl]pyridin-4-yl}piperidin-4-yl)propan-1-ol FC=1C=C(C=CC1)N1[C@H]2[C@@H](CCC1)N(CC2)C2=NC=CC(=C2)N2CCC(CC2)CCCO